(2R,4R)-2-(((S)-1-(((3-chloro-1H-pyrazolo[3,4-b]pyridin-5-yl)methyl)amino)-1-oxopropan-2-yl)carbamoyl)-4-phenylpyrrolidine-1-carboxylic acid tert-butyl ester C(C)(C)(C)OC(=O)N1[C@H](C[C@@H](C1)C1=CC=CC=C1)C(N[C@H](C(=O)NCC=1C=C2C(=NC1)NN=C2Cl)C)=O